[Br-].C(C)OC(OCC)[SiH2]COC1=C(C=C(C=C1)O)[P+](C1=CC=C(C=C1)C)(C1=CC=C(C=C1)C)C1=CC=C(C=C1)C (2-[(diethoxymethylsilyl)methoxy]-5-hydroxyphenyl)tri(p-tolyl)phosphonium bromide